N[C@H]1CS(C2=C(N(C1=O)CC1=CC=C(C=C1)F)C=C(C(=C2)F)C=2N=NN(N2)C(C)(C)C)(=O)=O (3R)-3-amino-7-(2-tert-butyltetrazol-5-yl)-8-fluoro-5-[(4-fluorophenyl)methyl]-1,1-dioxo-2,3-dihydro-1λ6,5-benzothiazepin-4-one